S1C=NC2=C1C=C(C=C2)N2N=C1C(=C(C2=O)C2=CC=C(C=C2)Br)NC(C=C1)=O 2-(benzo[d]thiazol-6-yl)-4-(4-bromophenyl)pyrido[3,2-c]pyridazin-3,6(2H,5H)-dione